4-((DIETHYLAMINO)METHYL)THIOPHEN-2-YLBORONIC ACID C(C)N(CC)CC=1C=C(SC1)B(O)O